benzyl {1-tert-butyl-3-[(1R,3S)-3-hydroxycyclopentyl]-1H-pyrazol-5-yl}carbamate C(C)(C)(C)N1N=C(C=C1NC(OCC1=CC=CC=C1)=O)[C@H]1C[C@H](CC1)O